4-Hydroxy-6-(1-tetrahydropyran-2-ylpyrazol-4-yl)pyrazolo[1,5-a]pyridine-3-carbonitrile OC=1C=2N(C=C(C1)C=1C=NN(C1)C1OCCCC1)N=CC2C#N